ClC=1C=C(NC2(CCC3(C(CC4=CC=CC=C34)C[C@H](COC3=C(C=NC=C3C)C)C)CC2)C(=O)O)C=CC1 4-(3-Chloroanilino)-2'-{(2R)-3-[(3,5-Dimethylpyridin-4-yl)oxy]-2-methylpropyl}-2',3'-dihydrospiro[cyclohexane-1,1'-indene]-4-carboxylic acid